O.[Na+].N[C@@H](CC(=O)[O-])C(=O)[O-].[Na+] L-aspartate sodium salt monohydrate